C1[C@@H]([C@H](O[C@H]1N2C=NC3=C(N=CN=C32)N)COP(=O)(O)O[C@H]4C[C@@H](O[C@@H]4COP(=O)(O)O[C@H]5C[C@@H](O[C@@H]5COP(=O)(O)O)N6C=NC7=C(N=CN=C76)N)N8C=NC9=C(N=CN=C98)N)O The molecule is a polynucleotide comprised of 2'-deoxyadenosine units connected via 3'->5' phosphodiester linkages. It is sometimes attached to eukaryotic messenger RNA and stabilizes the molecule before transport from the nucleus into the cytoplasm. It contains a 2'-deoxyadenosine 5'-monophosphate residue, a dAMP 3'-end residue and a dAMP 5'-end residue.